C(CCCCCCCCCCCCCCCCCCCCC)C(C(=O)O)CCCCCCCCCCCCCCCC behenyl-stearic acid